[Na+].NCCNC(CS(=O)(=O)[O-])C 2-(2-aminoethylamino)propanesulfonic acid sodium salt